3-butyl-5-(2,4-dihydroxybenzylidene)-1-methyl-2-selenoxoimidazolidin-4-one C(CCC)N1C(N(C(C1=O)=CC1=C(C=C(C=C1)O)O)C)=[Se]